[2,3-difluoro-4-(trifluoromethoxy)phenyl]boronic acid FC1=C(C=CC(=C1F)OC(F)(F)F)B(O)O